CC=1C=CC=C2C(N(C(NC12)=S)C1=CC=CC=C1)=O 8-methyl-3-phenyl-2-thioxo-2,3-dihydro-quinazolin-4(1H)-one